C(C1=CC=CC=C1)N1CCN(C2=CC=CC=C12)C(=O)OC(C)(C)C tert-butyl 4-benzyl-3,4-dihydroquinoxaline-1(2H)-carboxylate